CC=1N=C2SC3=C(N2C1C(=O)NN)C=CC=C3 2-methylbenzo[d]imidazo[2,1-b]thiazole-3-carbohydrazide